(S)-2-aminopropionic acid methyl ester COC([C@H](C)N)=O